bis-(2,6-dimethoxybenzoyl)phenylphosphine oxide COC1=C(C(=O)P(C2=CC=CC=C2)(C(C2=C(C=CC=C2OC)OC)=O)=O)C(=CC=C1)OC